(2-((1-(1-(cyclopropanecarbonyl)piperidin-4-yl)-1H-pyrazol-4-yl)amino)-5-(trifluoromethyl)pyrimidin-4-yl)benzoic acid C1(CC1)C(=O)N1CCC(CC1)N1N=CC(=C1)NC1=NC=C(C(=N1)C1=C(C(=O)O)C=CC=C1)C(F)(F)F